C1(=CC=CC=C1)S(=O)(=O)NC=1C=C(C=C(C1)S(=O)(=O)C)/C=C/CCCOC1=C(C=CC=C1)CCC(=O)O 3-[2-[(E)-5-[3-(Benzenesulfonamido)-5-methylsulfonylphenyl]pent-4-enoxy]phenyl]propanoic acid